2-Chloroacetic anhydride ClCC(=O)OC(CCl)=O